2,5-di(9H-carbazol-9-yl)-3,4-bis(3,6-dimethyl-9H-carbazol-9-yl)-6-(2,6-diphenylpyridin-3-yl)benzonitrile C1=CC=CC=2C3=CC=CC=C3N(C12)C1=C(C#N)C(=C(C(=C1N1C2=CC=C(C=C2C=2C=C(C=CC12)C)C)N1C2=CC=C(C=C2C=2C=C(C=CC12)C)C)N1C2=CC=CC=C2C=2C=CC=CC12)C=1C(=NC(=CC1)C1=CC=CC=C1)C1=CC=CC=C1